C(=O)C=1C2=C(SC1)C=CC=C2 3-formylbenzo[b]thiophene